thiophenyl-(n-butyl-n-pentyl) thiophosphite P(SC(CCCC)(CCCC)C=1SC=CC1)([O-])[O-]